CN(C=1N=NC(=C(C1)C)C1=CC=C(C=C1)C(F)(F)F)[C@H]1CNCCC1 (R)-N,5-dimethyl-N-(piperidin-3-yl)-6-(4-(trifluoromethyl)phenyl)pyridazin-3-amine